tert-butyl N-[3-[[(1R)-2-[(5-amino-1-methyl-6-oxo-pyridazin-3-yl) methoxy]-1-methyl-ethyl] carbamoyl]-5-chloro-pyrazolo[1,5-a]pyrimidin-7-yl]-N-methyl-carbamate NC1=CC(=NN(C1=O)C)COC[C@@H](C)NC(=O)C=1C=NN2C1N=C(C=C2N(C(OC(C)(C)C)=O)C)Cl